CSC=1N(C=C(N1)C1=CC(=CS1)NC(OC(C)(C)C)=O)COCC[Si](C)(C)C tert-Butyl (5-(2-(methylthio)-1-((2-(trimethylsilyl)ethoxy)methyl)-1H-imidazol-4-yl)thiophen-3-yl)carbamate